ClC=1C(=CC(=C(C(=O)NC2=CC(=NC=C2)[S@@](=O)(=N)C)C1)N1C[C@@H](OCC1)C(F)(F)F)C(F)(F)F 5-chloro-N-(2-((R)-S-methylsulfonimidoyl)pyridin-4-yl)-4-(trifluoromethyl)-2-((R)-2-(trifluoromethyl)morpholino)benzamide